isotetradecyl hydroxy ether OOCCCCCCCCCCCC(C)C